1-[3-[4-hydroxy-2-(5-methoxypent-3-ynyl)-5-methyl-pyrazol-3-yl]-1H-1,2,4-triazol-5-yl]-5-methyl-pyrazolo[3,4-c]pyridine-3-carboxamide OC1=C(N(N=C1C)CCC#CCOC)C1=NNC(=N1)N1N=C(C=2C1=CN=C(C2)C)C(=O)N